C(C)(C)(C)C1=CC=C(C=C1)C=1OC(=CC1)C1=CC=CC=C1 2-(4-(tert-butyl)phenyl)-5-phenylfuran